FC=1C(=C(C=CC1F)[C@@H]1[C@H](O[C@]([C@@H]1C)(C(F)(F)F)C)C(=O)NC1=CC(=[N+](C=C1)[O-])C(=O)N)O 4-[[(2S,3R,4R,5R)-3-(3,4-Difluoro-2-hydroxy-phenyl)-4,5-dimethyl-5-(trifluoromethyl)tetrahydrofuran-2-carbonyl]amino]-1-oxido-pyridin-1-ium-2-carboxamid